[Cl-].C(C)OC(=O)OC(OC(C(=O)OC1CC2CCC(C1)[N+]21CCCC1)(C1=CC=CC=C1)C1=CC=CC=C1)C1CCOCC1 3-(2-(((ethoxycarbonyl)oxy)(tetrahydro-2H-pyran-4-yl)methoxy)-2,2-diphenylacetoxy)spiro[bicyclo[3.2.1]octane-8,1'-pyrrolidin]-8-ium chloride